N-((1r,4r)-4-(Benzyl(methyl)amino)cyclohexyl)-6-(dimethylamino)pyridine-3-sulfonamide C(C1=CC=CC=C1)N(C1CCC(CC1)NS(=O)(=O)C=1C=NC(=CC1)N(C)C)C